2,5,8,11,14,17,20,23-octaoxopentacosan-25-yl 4-methylbenzenesulfonate CC1=CC=C(C=C1)S(=O)(=O)OCCC(CCC(CCC(CCC(CCC(CCC(CCC(CCC(C)=O)=O)=O)=O)=O)=O)=O)=O